C(C1=CC=CC=C1)C1=NC(=NN1)C(=O)N 5-benzyl-1H-1,2,4-triazole-3-carboxamide